1,3-thiazol-5-amine S1C=NC=C1N